P(=O)(OC)(OC[C@H](CCCCCCCCCCCCCCCCCCC)OCC1=CC(=CC(=C1)F)C#N)O methyl ((S)-2-((3-cyano-5-fluorobenzyl) oxy)henicosyl) hydrogen phosphate